BrC=1C=CC=2C3=C(C(=NC2C1)C(F)(F)F)N=C(N3C)CCCN3CCN(CC3)C 7-bromo-1-methyl-2-(3-(4-methylpiperazin-1-yl)propyl)-4-(trifluoromethyl)-1H-imidazo[4,5-c]quinoline